C(C)(C)(C)OC(=O)N1C=C(C2=CC=C(C=C12)OC)CC#N 3-(cyanomethyl)-6-methoxy-1H-indole-1-carboxylic acid tert-butyl ester